OCCOC=1C2=CC=CC=C2C(=C2CC=CCC12)OCCO 9,10-bis(2-hydroxyethoxy)-1,4-dihydroanthracene